4-(6-amino-4-methylpyridazin-3-yl)-1,2,3,6-tetrahydropyridine-1-carboxylic acid tert-butyl ester C(C)(C)(C)OC(=O)N1CCC(=CC1)C=1N=NC(=CC1C)N